C(#N)C=1C=C(C=NC1C=1N=NN(N1)C)NC(=O)C=1C=NN(C1C(F)(F)F)C1=C2C=CC=NC2=CC=C1 N-(5-Cyano-6-(2-methyl-2H-tetrazol-5-yl)pyridin-3-yl)-1-(chinolin-5-yl)-5-(trifluoromethyl)-1H-pyrazol-4-carboxamid